5-(benzofuran-2-yl)-N-((4'-fluoro-[1,1'-biphenyl]-4-yl)methyl)pyrimidin-4-amine O1C(=CC2=C1C=CC=C2)C=2C(=NC=NC2)NCC2=CC=C(C=C2)C2=CC=C(C=C2)F